BrC1=CC=C(C=C1)NC(C1=CC=C(C=C1)/C=N/NC(=O)C1=NC=CC=C1)=O (E)-N-(4-bromophenyl)-4-((2-pyridinecarbonylhydrazono)methyl)benzamide